2-Methoxyethyl (5-(7-chloro-4-oxo-3,4-dihydrophthalazin-1-yl)-1H-benzimidazol-2-yl)carbamate ClC1=CC=C2C(NN=C(C2=C1)C1=CC2=C(NC(=N2)NC(OCCOC)=O)C=C1)=O